C(=C/C)/OB(O)O ((Z)-1-propenyl)-boric acid